6-(methylsulfonyl)pyridine methyl-2-chloro-6-(1-methyl-1H-pyrazol-4-yl)pyrimidine-4-carboxylate COC(=O)C1=NC(=NC(=C1)C=1C=NN(C1)C)Cl.CS(=O)(=O)C1=CC=CC=N1